(4-chloro-6-methoxypyrimidin-5-yl)methanol ClC1=NC=NC(=C1CO)OC